C1(CC1)OC1=CC=C2C3(CC=4C(=NOC4C2=C1)C(=O)OCC)CC3 ethyl 8'-cyclopropoxy-4'H-spiro[cyclopropane-1,5'-naphtho[2,1-d]isoxazole]-3'-carboxylate